7-chloro-3-(3,5-dimethoxyphenyl)-1-(2-(dimethylamino)ethyl)-1,6-naphthyridin-2(1H)-one ClC1=NC=C2C=C(C(N(C2=C1)CCN(C)C)=O)C1=CC(=CC(=C1)OC)OC